BrC=1C(=NC(=CC1)Br)COC1OCCCC1 3,6-dibromo-2-(((tetrahydro-2H-pyran-2-yl)oxy)methyl)pyridine